FC=1C=C2C(N(N=C(C2=CC1F)OS(=O)(=O)C(F)(F)F)C1=C(C=CC=C1)C)=O Trifluoromethanesulfonic acid 6,7-difluoro-4-oxo-3-(o-tolyl)-3,4-dihydrophthalazin-1-yl ester